FC(C(=O)O)(F)F.COC=1C=C(C=CC1OCC#C)/C=C/C(=O)NC1=C(C(=O)NCC2=CN=CN2C)C=CC=C1 (E)-2-(3-(3-methoxy-4-(prop-2-yn-1-yloxy)phenyl)acrylamido)-N-((1-methyl-1H-imidazol-5-yl)methyl)benzamide trifluoroacetic acid salt